N-((S)-(7-((R*)-Cyclopropyl(4,4,4-trifluoro-3-(trifluoromethyl)butanamido)methyl)imidazo[1,2-b]pyridazin-2-yl)(4,4-difluorocyclohexyl)methyl)-1-isopropyl-1H-pyrazole-5-carboxamide C1(CC1)[C@H](C1=CC=2N(N=C1)C=C(N2)[C@@H](NC(=O)C2=CC=NN2C(C)C)C2CCC(CC2)(F)F)NC(CC(C(F)(F)F)C(F)(F)F)=O |o1:3|